C(=O)(Cl)Cl.C(CO)O ethylene glycol dichlorocarbonate